N'-(2-chloro-4-(3-fluoro-5-methoxybenzyl)-5-methylphenyl)-N-ethyl-N-methylformimidamide ClC1=C(C=C(C(=C1)CC1=CC(=CC(=C1)OC)F)C)N=CN(C)CC